FC(CO[SiH3])(F)F trifluoroethoxysilane